O1C(=NC2=C1C=CC=C2)C2CCN(CC2)C(=O)C=2C(=NC(=C(C2O)C2=C(C=CC=C2OC)OC)CCCC)O 3-[4-(1,3-benzooxazol-2-yl)piperidine-1-carbonyl]-6-butyl-5-(2,6-dimethoxyphenyl)pyridine-2,4-diol